monon-butyl citraconate C(\C(\C)=C/C(=O)[O-])(=O)OCCCC